CC1=C(C=C(C=C1)NC(=O)C)[N+](=O)[O-] N-(4-methyl-3-nitrophenyl)acetamide